(4-(((R)-1-hydroxy-4-methylpent-2-yl)amino)-6-((S)-2-(2,3,6-trifluorophenyl)propyl)-1,3,5-triazin-2-yl)methanesulfonamide OC[C@@H](CC(C)C)NC1=NC(=NC(=N1)C[C@H](C)C1=C(C(=CC=C1F)F)F)CS(=O)(=O)N